3-(1-methyl-1H-pyrazol-4-yl)-5-(2-oxo-1-(1,1,1-trifluoropropan-2-yl)-1,3,8-triazaspiro[4.5]decan-8-yl)pyrazine-2-carbonitrile CN1N=CC(=C1)C=1C(=NC=C(N1)N1CCC2(CNC(N2C(C(F)(F)F)C)=O)CC1)C#N